tert-Butyl 2-(hydroxymethyl)-2-methylbutanoate OCC(C(=O)OC(C)(C)C)(CC)C